5-(6-methyl-4,8-dioxo-1,3,6,2-dioxazaborocan-2-yl)-5-((4-nitrophenyl)sulfonamido)pent-3-yn-1-yl 4-methylbenzenesulfonate CC1=CC=C(C=C1)S(=O)(=O)OCCC#CC(NS(=O)(=O)C1=CC=C(C=C1)[N+](=O)[O-])B1OC(CN(CC(O1)=O)C)=O